pyrido[3,2-d]pyridazin N1=CC=CC=2C=NN=CC21